5-(3,4-dihydroxyphenyl)-γ-valerolactone OC=1C=C(C=CC1O)CC1CCC(=O)O1